C(C)(C)(C)N(CC(=O)O)CC1=C(C(=CC=C1)F)Br tert-butyl-(2-bromo-3-fluorobenzyl)glycine